The molecule is a hydroxypolyether that is the monomethyl ether derivative of triethylene glycol. Metabolite observed in cancer metabolism. It has a role as a human metabolite. It derives from a triethylene glycol. COCCOCCOCCO